tert-butyl 5-fluoro-2-oxospiro[indoline-3,4'-piperidine]-1'-carboxylate FC=1C=C2C(=CC1)NC(C21CCN(CC1)C(=O)OC(C)(C)C)=O